phosphoric acid mono-(1-acryloyl-piperidin-4-yl) ester C(C=C)(=O)N1CCC(CC1)OP(O)(O)=O